Gallium sulfid [Ga]=S